3,5-bis(1,1-dimethylethyl)-4-hydroxy-phenylpropanamide CC(C)(C)C=1C=C(C=C(C1O)C(C)(C)C)C(C(=O)N)C